tert-butyl (2-cyano-2-(isoquinolin-4-ylamino)ethyl)(phenyl)carbamate C(#N)C(CN(C(OC(C)(C)C)=O)C1=CC=CC=C1)NC1=CN=CC2=CC=CC=C12